C(C)(C)(C)OC(=O)N1CCC(CC1)C1=CC=CC=2OCC(OC21)C2=C(C=C(C=C2)C2COC2)F 4-(3-(2-fluoro-4-(oxetan-3-yl)phenyl)-2,3-dihydrobenzo[b][1,4]dioxin-5-yl)piperidine-1-carboxylic acid tert-butyl ester